N=1NN=NC1C1CN(C1)C1=CC=CC(=N1)C1=NC2=CC(=NC=C2C=C1)CNC(C1=CN=CC(=C1)S(=O)(=O)C)=O N-((2-(6-(3-(2H-tetrazol-5-yl)azetidin-1-yl)pyridin-2-yl)-1,6-naphthyridin-7-yl)methyl)-5-(methylsulfonyl)nicotinamide